C(C1=CC=CC=C1)N(C)C=1C(=NN2C1N=CC=C2C=2C=NNC2)C(=O)NC2=CC=C(C=C2)Cl (benzyl-(methyl)amino)-N-(4-chlorophenyl)-7-(1H-pyrazol-4-yl)pyrazolo[1,5-a]pyrimidine-2-carboxamide